6-fluoro-1-methyl-7-(oxiran-2-yl)indolin-2-one FC1=CC=C2CC(N(C2=C1C1OC1)C)=O